(2S)-2-(4-fluorophenyl)-N-{4-[5-fluoro-3-(pyridin-2-yl)-1H-pyrrolo[3,2-b]pyridin-2-yl]pyridin-2-yl}-3-methylbutanamide FC1=CC=C(C=C1)[C@@H](C(=O)NC1=NC=CC(=C1)C1=C(C2=NC(=CC=C2N1)F)C1=NC=CC=C1)C(C)C